C(C)(C)(C)OC(=O)N1CC(C2(CC2)CC1)C(C(=O)O)C (6-(tert-butoxycarbonyl)-6-azaspiro[2.5]octan-4-yl)propanoic acid